4-(1-((5-Methoxy-7-methyl-1H-indol-4-yl)methyl)-4-phenylpiperazin-2-yl)benzoic acid COC=1C(=C2C=CNC2=C(C1)C)CN1C(CN(CC1)C1=CC=CC=C1)C1=CC=C(C(=O)O)C=C1